ethyl 2-(3-chloro-4-fluoro-N-(6-methoxy-1,5-naphthyridin-4-yl)anilino)acetate ClC=1C=C(N(C2=CC=NC3=CC=C(N=C23)OC)CC(=O)OCC)C=CC1F